(Z)-3-Bromopropenoic acid Br\C=C/C(=O)O